ClC1=CC=C(C=C1)C1=C(NC(N1C[C@@H](C(F)(F)F)O)=O)C (S)-5-(4-chlorophenyl)-4-methyl-1-(3,3,3-trifluoro-2-hydroxypropyl)-1,3-dihydro-2H-imidazol-2-one